3-(5-(1-(3-(4-((4-((2-(4-fluorophenyl)-6-hydroxybenzo[b]thiophen-3-yl)oxy)phenoxy)methyl)piperidin-1-yl)propyl)piperidin-4-yl)-1-oxoisoindolin-2-yl)piperidine-2,6-dione FC1=CC=C(C=C1)C1=C(C2=C(S1)C=C(C=C2)O)OC2=CC=C(OCC1CCN(CC1)CCCN1CCC(CC1)C=1C=C3CN(C(C3=CC1)=O)C1C(NC(CC1)=O)=O)C=C2